CN1C2=C(C=3C=CC(=CC13)OC1=C3C(=NC=N1)N(N=C3)C3OCCCC3)C=NN(C2=O)CC2=NC(=CC=C2)C 5-methyl-3-((6-methylpyridin-2-yl)methyl)-7-((1-(tetrahydro-2H-pyran-2-yl)-1H-pyrazolo[3,4-d]pyrimidin-4-yl)oxy)-3,5-dihydro-4H-pyridazino[4,5-b]indol-4-one